(S)-(1-(6-bromoquinoline-4-carbonyl) pyrrolidin-2-yl) methyl-4-methylbenzenesulfonate CC1=C(C=CC(=C1)C)S(=O)(=O)O[C@@H]1N(CCC1)C(=O)C1=CC=NC2=CC=C(C=C12)Br